(6-(methoxy-d3)-4-(2H-1,2,3-triazol-2-yl)pyridin-3-yl)methanone C(OC1=CC(=C(C=N1)C=O)N1N=CC=N1)([2H])([2H])[2H]